NC1=NC=C(C#N)C(=C1)NCC1OCCCC1 6-amino-4-(((tetrahydro-2H-pyran-2-yl)methyl)amino)nicotinonitrile